ClC=1C(N(C(=CC1OCC1=NC=C(C=C1F)F)C)C1=CC(=NC=C1F)C=1N=C(SC1)C(C)(C)O)=O 3-chloro-4-((3,5-difluoropyridin-2-yl)methoxy)-5'-fluoro-2'-(2-(2-Hydroxypropan-2-yl)thiazol-4-yl)-6-methyl-2H-[1,4'-bipyridyl]-2-one